C(CCCC)OCCN 2-Pentyloxyethylamin